C(C1=CC=CC=C1)(=O)OO peroxybenzoic acid